FC(OC1=C(C=CC=C1)B(O)O)F 2-(DIFLUOROMETHOXY)-BENZENEBORONIC ACID